5-(4-cyclopropylphenyl)-3-(ethylsulfanyl)-N-[2-(methylamino)-5-[(trifluoromethyl)sulfanyl]pyridin-3-yl]pyridine C1(CC1)C1=CC=C(C=C1)C=1C=C(CN(C1)C=1C(=NC=C(C1)SC(F)(F)F)NC)SCC